BrC1=CC(=C(C=C1)N1C=NN(C1=O)C\C(\CNC(OC(C)(C)C)=O)=C/F)F tert-butyl (Z)-(2-((4-(4-bromo-2-fluorophenyl)-5-oxo-4,5-dihydro-1H-1,2,4-triazol-1-yl)methyl)-3-fluoroallyl)carbamate